Cl[Al](CC(C)C)Cl dichloro-isobutylaluminum